tris(5,7-dichloro-8-quinolinolate) aluminum [Al+3].ClC1=C2C=CC=NC2=C(C(=C1)Cl)[O-].ClC1=C2C=CC=NC2=C(C(=C1)Cl)[O-].ClC1=C2C=CC=NC2=C(C(=C1)Cl)[O-]